CN1[C@@H]([C@H](CC1=O)C(=O)NCCOCCNC(=O)C1CC(C1)NC(OC(C)(C)C)=O)C=1C=NC=CC1 tert-butyl ((1R,3s)-3-((2-(2-((2S,3S)-1-methyl-5-oxo-2-(pyridin-3-yl)pyrrolidine-3-carboxamido)ethoxy)ethyl)carbamoyl)cyclobutyl)carbamate